C(#N)C1=C(C=C(C=C1)C(CC1=NC(=NC(=N1)N[C@@H](CO)CC(C)C)NS(=O)(=O)C)C)F N-(4-(2-(4-Cyano-3-fluorophenyl)propyl)-6-(((R)-1-hydroxy-4-methylpentan-2-yl)amino)-1,3,5-triazin-2-yl)methanesulfonamide